(1s,4s)-2'-bromo-4-(3-chloroanilino)-5'-methoxyspiro[cyclohexane-1,1'-indene]-4-carboxylic acid BrC=1C2(C3=CC=C(C=C3C1)OC)CCC(CC2)(C(=O)O)NC2=CC(=CC=C2)Cl